thiazol-5-yl-methanone S1C=NC=C1C=O